N-(2-fluoro-2-methylpropyl)-5-(2-(((1-fluorocyclobutyl)methyl)amino)-7H-pyrrolo[2,3-d]pyrimidin-5-yl)pyrazolo[1,5-a]pyridine-3-carboxamide FC(CNC(=O)C=1C=NN2C1C=C(C=C2)C2=CNC=1N=C(N=CC12)NCC1(CCC1)F)(C)C